(S)-4-(7-(8-chloronaphthalen-1-yl)-2-(methylthio)-5,6,7,8-tetrahydropyrido[3,4-d]pyrimidin-4-yl)-2-(cyanomethyl)piperazine-1-carboxylic acid tert-butyl ester C(C)(C)(C)OC(=O)N1[C@H](CN(CC1)C=1C2=C(N=C(N1)SC)CN(CC2)C2=CC=CC1=CC=CC(=C21)Cl)CC#N